vinyl caproate (vinyl hexanoate) C(=C)C(C(=O)O)CCCC.C(CCCCC)(=O)OC=C